4-fluoro-N-(2-(4-(6-(4-fluoro-3-hydroxyphenyl)imidazo[2,1-b]thiazol-5-yl)pyrimidin-2-ylamino)ethyl)benzenesulfonamide FC1=CC=C(C=C1)S(=O)(=O)NCCNC1=NC=CC(=N1)C1=C(N=C2SC=CN21)C2=CC(=C(C=C2)F)O